benzenesultam C12=CC=CC=C1NS2(=O)=O